1-(2-((4R,6R)-6-(benzofuran-2-ylmethyl)-2,2-dimethyl-1,3-dioxan-4-yl)ethyl)-5-(4-fluorophenyl)-2-isopropyl-N,4-diphenyl-1H-pyrrole-3-carboxamide O1C(=CC2=C1C=CC=C2)C[C@H]2C[C@H](OC(O2)(C)C)CCN2C(=C(C(=C2C2=CC=C(C=C2)F)C2=CC=CC=C2)C(=O)NC2=CC=CC=C2)C(C)C